N-(cyclobutylmethyl)-2-(5-(3,5-dichlorophenyl)-5-(trifluoromethyl)-4,5-dihydroisoxazol-3-yl)-2,3-dihydro-1H-pyrrolo[3,4-c]pyridine-6-carboxamide C1(CCC1)CNC(=O)C1=CC2=C(C=N1)CN(C2)C2=NOC(C2)(C(F)(F)F)C2=CC(=CC(=C2)Cl)Cl